OCCCC[C@H](NC(=O)OC(C)(C)C)C(=O)O 6-hydroxy-Boc-L-norleucine